1,4-di(naphthalen-2-yl)butane C1=C(C=CC2=CC=CC=C12)CCCCC1=CC2=CC=CC=C2C=C1